N,N-dimethyl-7-oxo-4H-pyrazolo[1,5-a]pyrimidine-2-carboxamide CN(C(=O)C1=NN2C(NC=CC2=O)=C1)C